O1[C@@H](COCC1)CNC(=O)C1=C(C2=C(CCC3=CN(N=C23)C[C@@H]2OCCC2)O1)C N-[(2R)-1,4-dioxan-2-ylmethyl]-8-methyl-2-[(2R)-tetrahydrofuran-2-ylmethyl]-4,5-dihydro-2H-furo[2,3-g]indazole-7-carboxamide